ClC1=C(C(=CC(=C1)F)F)CN (2-chloro-4,6-difluorophenyl)methylamine